FC(COC=1C=C(C=C2C=CC=NC12)[C@@H]1[C@H](C1)C=1C=2N(N=C(C1)C=1C(NC(NC1)=O)=O)C=CN2)(F)F 5-(8-((1S,2S)-2-(8-(2,2,2-trifluoroethoxy)quinolin-6-yl)cyclopropyl)imidazo[1,2-b]pyridazin-6-yl)pyrimidine-2,4(1H,3H)-dione